ClC=1C=C(C=C(C1)NC(C=C)=O)C=1C=C2C(=CN1)NN=C2C(=O)NC2CCC(CC2)N(C)C 5-[3-chloro-5-(prop-2-enamido)phenyl]-N-[4-(dimethylamino)cyclohexyl]-1H-pyrazolo[3,4-c]pyridine-3-carboxamide